(S)-4-(isothiazol-5-yl)-6-(4-(methoxycarbonyl)phenyl)-3,6-dihydropyridine-1(2H)-carboxylic acid benzyl ester C(C1=CC=CC=C1)OC(=O)N1CCC(=C[C@H]1C1=CC=C(C=C1)C(=O)OC)C1=CC=NS1